2-chloro-5-((1R,3R)-2,2-dichloro-3-(4-fluoro-3-(trifluoromethyl)phenyl)cyclopropane-1-carboxamido)-N-(2,4-difluoro-3-(2-methoxyacetamido)phenyl)benzamide ClC1=C(C(=O)NC2=C(C(=C(C=C2)F)NC(COC)=O)F)C=C(C=C1)NC(=O)[C@@H]1C([C@H]1C1=CC(=C(C=C1)F)C(F)(F)F)(Cl)Cl